4-[(3aR,4R,6R,6aS)-6-{5-Bromo-2,4-dichloropyrrolo[2,3-d]pyrimidin-7-yl}-2,2-dimethyl-tetrahydro-3aH-cyclopenta[d][1,3]dioxol-4-yl]-1-(2-phenylethyl)piperidine BrC1=CN(C=2N=C(N=C(C21)Cl)Cl)[C@@H]2C[C@@H]([C@@H]1[C@H]2OC(O1)(C)C)C1CCN(CC1)CCC1=CC=CC=C1